CN1N=C2C(=N1)C=C(C(=C2C)CCCC(CC)=O)C 2,4,6-trimethyl-5-(3-propionyl-propyl)benzotriazole